FC1=CC=C(C=N1)NC(OC)=O methyl (6-fluoropyridin-3-yl)carbamate